N-Cyclopropyl-2-((4-(7-(((2S,5R)-5-((N,N-dimethylsulfamoyl)amino)tetrahydro-2H-pyran-2-yl)methyl)-2,7-diazaspiro[3.5]nonan-2-yl)pyrimidin-5-yl)oxy)-5-fluoro-N-isopropylbenzamide C1(CC1)N(C(C1=C(C=CC(=C1)F)OC=1C(=NC=NC1)N1CC2(C1)CCN(CC2)C[C@H]2OC[C@@H](CC2)NS(N(C)C)(=O)=O)=O)C(C)C